(R)-3-aminopyrrolidin N[C@H]1CNCC1